(6Ar,10aR)-3-heptyl-9-(hydroxymethyl)-6,6-dimethyl-6a,7,8,9,10,10a-hexahydrobenzo[c]chromen-1-ol C(CCCCCC)C=1C=C(C=2[C@H]3[C@H](C(OC2C1)(C)C)CCC(C3)CO)O